C(C)(C)(C)OC(=O)N1CCN(CC1)C1=CC=C(C(=O)NC2=CC=C(C=C2)N2CCN(CC2)C(=O)OC(C)(C)C)C=C1 tert-butyl 4-(4-(4-(4-(tert-butoxycarbonyl)piperazin-1-yl)benzamido)phenyl)piperazine-1-carboxylate